3-(6-(hydroxymethyl)-2-methylquinolin-3-yl)piperidine-2,6-dione OCC=1C=C2C=C(C(=NC2=CC1)C)C1C(NC(CC1)=O)=O